FC1=CC=C(C=C1)C1=C(NN=C1C(F)(F)F)NC(=S)NC(OCC)=O ethyl N-{[4-(4-fluorophenyl)-5-(trifluoromethyl)-2H-pyrazol-3-yl]carbamothioyl}carbamate